C(C)(C)(C)OC(=O)N1C[C@H](N(CC1)C=1C(=NC(=CC1)C1=C(C=CC=C1)OCC)C(=O)O)CC (R)-3-(4-(tert-butoxycarbonyl)-2-ethylpiperazin-1-yl)-6-(2-ethoxyphenyl)picolinic acid